N[C@@]1(CN(CC1)C1=C(C=NC(=C1C1=CC(=CC(=C1)F)C#N)OC)C(=O)N[C@@H](C)C1CC1)C 4-[(3S)-3-amino-3-methylpyrrolidin-1-yl]-5-(3-cyano-5-fluorophenyl)-N-[(1S)-1-cyclopropylethyl]-6-methoxypyridine-3-carboxamide